FC1=C(C(=O)C2=NN(C3=NC=C(C=C32)C3=CC=C(C(=O)O)C=C3)C3OCCN3)C=CC(=C1S(=O)(=O)C)F 4-[3-[2,4-difluoro-3-(methylsulfonyl)benzoyl]-1-(oxazolidin-2-yl)pyrazolo[3,4-b]Pyridin-5-yl]Benzoic acid